N-(2-chlorophenyl)-7-(6-morpholinylpyridin-3-yl)quinazolin-4-amine ClC1=C(C=CC=C1)NC1=NC=NC2=CC(=CC=C12)C=1C=NC(=CC1)N1CCOCC1